Cyclohexyl-4-morpholino-1H-benzo[d]imidazole-1-carboxamide C1(CCCCC1)C1=NC2=C(N1C(=O)N)C=CC=C2N2CCOCC2